ClC=1C=C(C=CC1)C=1C(N(C2=CC=CC=C2N1)C)=O 3-(3-Chlorophenyl)-1-methylquinoxalin-2(1H)-one